OC=1C=C(C=CC1O)CCNC(COC(CCC\C=C/C\C=C/C\C=C/C\C=C/CCCCC)=O)=O eicosa-5,8,11,14-tetraenoic acid (5z,8z,11z,14z)-2-((3,4-dihydroxyphenylethyl) amino)-2-oxoethyl ester